di-tert-butyl-(2R,4R)-4-((6-((1-(tert-butyl)-5-methyl-1H-pyrazol-3-yl) amino)-4,5-dichloro-3-fluoropyridin-2-yl) methyl)-2-methylpiperidine-1,4-dicarboxylate C(C)(C)(C)OC(=O)N1[C@@H](C[C@@](CC1)(C(=O)OC(C)(C)C)CC1=NC(=C(C(=C1F)Cl)Cl)NC1=NN(C(=C1)C)C(C)(C)C)C